2-[3-(3-chloro-2-piperazin-1-yl-6-quinolyl)phenyl]propan-2-amine ClC=1C(=NC2=CC=C(C=C2C1)C=1C=C(C=CC1)C(C)(C)N)N1CCNCC1